1-Butyl-5-(diaminomethylene)-3-((5R,7r,10R)-3-ethyl-1-(oxetan-3-ylmethyl)-2,4-dioxo-1,3-diazadispiro[4.1.57.15]tridecan-10-yl)pyrimidine-2,4,6(1H,3H,5H)-trione C(CCC)N1C(N(C(C(C1=O)=C(N)N)=O)C1CCC2(CC3(C(N(C(N3CC3COC3)=O)CC)=O)C2)CC1)=O